C(C(=O)O)(=O)O.FC1=CC2=C(C(=NO2)C2CCN(CC2)CCCOC=2SC=C(N2)C2=NC(=NO2)C)C=C1 6-fluoro-3-(1-{3-[4-(3-methyl-[1,2,4]oxadiazol-5-yl)-thiazol-2-yloxy]-propyl}-piperidin-4-yl)-benzo[d]isoxazole oxalate